Cl.COCCN(CCCC(C(C)C)N1CC2(CNC2)CC1)C N-(2-methoxyethyl)-N,5-dimethyl-4-(2,6-diazaspiro[3.4]octan-6-yl)hexan-1-amine hydrochloride